C(C)(C)C=1C(=NNC1C=1C=C(C=2N(C1)N=CN2)C)C(=O)N[C@@H]2CN(CCC2)C(C)C (S)-4-isopropyl-N-(1-isopropylpiperidin-3-yl)-5-(8-methyl-[1,2,4]triazolo[1,5-a]pyridin-6-yl)-1H-pyrazole-3-carboxamide